C(CCC)[Sn](CCCC)(CCCC)C(O)([2H])[2H] (Tributylstannyl)methan-d2-ol